4-(1H-benzo[d]imidazol-2-yl)-3-hydroxyphenyl 4-pentylcyclohexane-1-carboxylate C(CCCC)C1CCC(CC1)C(=O)OC1=CC(=C(C=C1)C1=NC2=C(N1)C=CC=C2)O